C(C1=CC=CC=C1)OC(=O)N[C@H]1CC2=C(CN(C1)C(=O)OCC1=CC=CC=C1)ON=C2C benzyl (S)-5-(((benzyloxy) carbonyl) amino)-3-methyl-4,5,6,8-tetrahydro-7H-isoxazolo[5,4-c]azepine-7-carboxylate